N(=[N+]=[N-])CCC[C@@H](C(=O)O)NC(=O)OCC1C2=CC=CC=C2C2=CC=CC=C12 (S)-5-azido-2-(Fmoc-amino)pentanoic acid